tert-butyl (2S)-2-((1R)-2-(2-(tert-butoxy)-2-oxoethoxy)-1-((tetrahydro-2H-pyran-2-yl)oxy)ethyl)pyrrolidine-1-carboxylate C(C)(C)(C)OC(COC[C@H](OC1OCCCC1)[C@H]1N(CCC1)C(=O)OC(C)(C)C)=O